C(CCCC=1C(=CC(=C(C1)C(C)(C)C)O)C)C=1C(=CC(=C(C1)C(C)(C)C)O)C 4,4'-butylene-bis(6-tert-butyl-m-cresol)